Cl.NC1CCC(CC1)N(C1=C2CN(C(C2=CC=C1)=O)C1C(NC(CC1)=O)=O)CCCC1=CC=CC=C1 3-(4-(((1r,4r)-4-aminocyclohexyl)(3-phenylpropyl)amino)-1-oxoisoindolin-2-yl)piperidine-2,6-dione hydrochloride